N1CC=NC(C=C1)=O [1,4]diazepin-5(1H)-one